FC1=CC=C2C=C(N=CC2=C1C=1N=C(N2C1CN(CC2)C(C)=O)C2CCOCC2)C2=CN=C(S2)C 1-(1-(7-fluoro-3-(2-methylthiazol-5-yl)isoquinolin-8-yl)-3-(tetrahydro-2H-pyran-4-yl)-5,6-dihydroimidazo[1,5-a]pyrazin-7(8H)-yl)ethan-1-one